(2-((t-butoxycarbonyl)amino)ethyl)potassium trifluoroborate B(F)(F)F.C(C)(C)(C)OC(=O)NCC[K]